methyl 2-(4-methoxy-1-oxo-[1,2,4]triazino[4,5-a]indol-2-yl)acetate COC1=NN(C(C=2N1C=1C=CC=CC1C2)=O)CC(=O)OC